3-bromo-N'-methyl-4-nitro-N'-(pyrimidin-2-yl)-N-(4-(trifluoromethyl)benzyl)benzohydrazide BrC=1C=C(C(=O)N(N(C2=NC=CC=N2)C)CC2=CC=C(C=C2)C(F)(F)F)C=CC1[N+](=O)[O-]